C(CCC(=O)OC(C)(C)C)(=O)OC(C)OC([C@H](CC1=CC(=CC=C1)S(=O)(=O)C)NC(=O)C=1C(=C2CCN(CC2=CC1Cl)C(=O)C1=CC2=C(C=CO2)C=C1)Cl)=O 1-(((S)-2-(2-(Benzofuran-6-carbonyl)-5,7-dichloro-1,2,3,4-tetrahydroisoquinoline-6-carboxamido)-3-(3-(methylsulfonyl)phenyl)propanoyl)oxy)ethyl tertbutyl succinate